7-((5S)-1-(4-amino-7-chloro-1-methyl-1H-pyrazolo[4,3-c]quinoline-8-carbonyl)-5-methylpiperidin-2-yl)-5-fluorospiro[benzo[b][1,4]oxazine-2,1'-cyclopropan]-3(4H)-one NC1=NC=2C=C(C(=CC2C2=C1C=NN2C)C(=O)N2C(CC[C@@H](C2)C)C=2C=C(C1=C(OC3(CC3)C(N1)=O)C2)F)Cl